2,3-dihydrothieno[3,4-b][1,4]Dioxin O1C=2C(OCC1)=CSC2